(4-Oxo-3-(1-(2,2,3,3,3-pentafluoropropyl)-1H-pyrazol-4-yl)-2-(trifluoromethyl)-4H-pyrido[1,2-a]pyrimidin-8-yl)acetonitrile O=C1C(=C(N=C2N1C=CC(=C2)CC#N)C(F)(F)F)C=2C=NN(C2)CC(C(F)(F)F)(F)F